3-chloro-6-(4-chloro-2-fluoro-3-methoxyphenyl)-2-(5-ethoxyoxazol-2-yl)-5-fluoropyridin-4-amine ClC=1C(=NC(=C(C1N)F)C1=C(C(=C(C=C1)Cl)OC)F)C=1OC(=CN1)OCC